FC1=C(C(=CC=C1)C1=NC=CC=N1)C(=O)N1CC2CNCC2C1 (2-fluoro-6-(pyrimidin-2-yl)phenyl)((3R,6S)-hexahydropyrrolo[3,4-c]pyrrol-2(1H)-yl)methanone